C[C@@H]1N(CCNC1)CCN1CCC(CC1)CN1CCN(CC1)C=1C=C2CN(C(C2=CC1)=O)C1C(NC(CC1)=O)=O 3-[5-[4-[[1-[2-[(2S)-2-methylpiperazin-1-yl]ethyl]-4-piperidyl]methyl]piperazin-1-yl]-1-oxo-isoindolin-2-yl]piperidine-2,6-dione